(3S,4R)-3-fluoro-1-(4-((5-((R)-1-hydroxypropan-2-yl)-8-((R)-2-methylazetidin-1-yl)-2,7-naphthyridin-3-yl)amino)pyrimidin-2-yl)-3-methylpiperidin-4-ol F[C@]1(CN(CC[C@H]1O)C1=NC=CC(=N1)NC=1N=CC2=C(N=CC(=C2C1)[C@H](CO)C)N1[C@@H](CC1)C)C